7a-(4-bromophenyl)-N-(tert-butyl)-4b,5-dihydroxy-4-methoxy-7-phenyl-4b,6,7,7a-tetrahydro-5H-cyclopenta[4,5]furo[2,3-c]pyridine-6-carboxamide BrC1=CC=C(C=C1)C12C(C3=C(C=NC=C3OC)O1)(C(C(C2C2=CC=CC=C2)C(=O)NC(C)(C)C)O)O